C(C)C=1N=CC(=C2C=C(N=CC12)C1(CC1)C(=O)N)C1=CC=CC=C1 (8-ethyl-5-phenyl-2,7-naphthyridin-3-yl)cyclopropanecarboxamide